FC=1C(=C(C=C2C(=NC=NC12)N1C[C@@H]2CC[C@H](C1C)N2)C#N)C2=CC(=CC1=CC=CC=C21)O 8-fluoro-7-(3-hydroxynaphthalen-1-yl)-4-((S,5R)-4-methyl-3,8-diazabicyclo[3.2.1]octan-3-yl)quinazoline-6-carbonitrile